1-(2-methylcyclopropyl)hydrazine-1,2-dicarboxylic acid di-tert-butyl ester C(C)(C)(C)OC(=O)N(NC(=O)OC(C)(C)C)C1C(C1)C